CS(=O)(=O)O[C@@H]1C[C@@H]2COC3=C(C(N2C1)=O)C(=C(C(=C3)C)F)OC(C)C (2R,11aR)-7-Fluoro-6-isopropoxy-8-methyl-5-oxo-2,3,11,11a-tetrahydro-1H,5H-benzo[f]pyrrolo[2,1-c][1,4]oxazepin-2-yl methanesulfonate